[Cl-].[Cl-].C[Zr-3](C1C=C(C=C1)CCCC)(C1C=C(C=C1)CCCC)([SiH]([SiH3])[SiH3])(C)(C)C Tetramethyldisilylsilylbis(3-n-butyl-cyclopentadienyl)zirconium (IV) dichloride